ClC=1C=CC(=C(C1)NS(=O)(=O)C=1C=C2CCCC2=CC1)N1CCOC2(C1)CCOCC2 N-(5-chloro-2-{1,9-dioxa-4-azaspiro[5.5]undec-4-yl}phenyl)-2,3-dihydro-1H-indene-5-sulfonamide